4-fluoro-1-{[(2S)-oxetan-2-yl]methyl}-1H-1,3-benzodiazole-6-carboxylic acid FC1=CC(=CC=2N(C=NC21)C[C@H]2OCC2)C(=O)O